3-[1-(2-methoxyethyl)indazol-5-yl]Imidazole-2-one hydrochloride Cl.COCCN1N=CC2=CC(=CC=C12)N1C(NC=C1)=O